2-(6-Aminospiro[3.3]heptane-2-yl)-N6-propylnaphthalene-2,6-diamine NC1CC2(CC(C2)C2(CC3=CC=C(C=C3C=C2)NCCC)N)C1